(S)-2-formyl-3,9,10-trimethoxy-6,8,13,13a-tetrahydro-5H-dibenzo[a,g]quinolizine C(=O)C=1C(=CC2=C([C@@H]3CC4=C(CN3CC2)C(=C(C=C4)OC)OC)C1)OC